ClC=1C=C2C(=C(C(N(C2=NC1Cl)C=1C(=NC=NC1C(C)C)C(C)C)=O)[N+](=O)[O-])O 6,7-dichloro-1-(4,6-diisopropylpyrimidin-5-yl)-4-hydroxy-3-nitro-1,8-naphthyridin-2(1H)-one